BrC1=CC(=C(C2=C1OC(O2)(C)[C@@H]2CC[C@H](CC2)N(C)C)C)C(=O)OC methyl 7-bromo-2-(trans-4-(dimethylamino)cyclohexyl)-2,4-dimethylbenzo[d][1,3]dioxole-5-carboxylate